N-(2-bromoethyl)-2-nitrobenzenesulfonamide BrCCNS(=O)(=O)C1=C(C=CC=C1)[N+](=O)[O-]